COC(=O)C1=NC(=NC(=C1)Cl)Cl 2,6-dichloropyrimidine-4-carboxylic acid methyl ester